(4S,5R,8S)-N-((1,2,3,5,6,7-hexahydro-s-indacen-4-yl)carbamoyl)-4-hydroxy-4-methyl-5,6,7,8-tetrahydro-4H-5,8-methanocyclohepta[b]furan-2-sulfonamide C1CCC2=C(C=3CCCC3C=C12)NC(=O)NS(=O)(=O)C1=CC2=C(O1)[C@H]1CC[C@@H]([C@]2(C)O)C1